D-thiaproline N1[C@H](CSC1)C(=O)O